C(C)(C)N1N=C(C2=CC=C(C=C12)COC1=CC=C(C=C1)C(CC(=O)O)C)C1=CC=CC=C1 3-(4-((1-isopropyl-3-phenyl-1H-indazol-6-yl)methoxy)phenyl)butanoic acid